CC(C)(OC(=O)NCCCOC(C(=C)C)=O)C.CCC(CC)N1N=CC(=C1)C=1C=2N(C=C(N1)C=1C=NN(C1)C[C@H]1CNCCO1)N=CC2 (R)-2-((4-(4-(1-(pent-3-yl)-1H-pyrazol-4-yl)pyrazolo[1,5-a]pyrazin-6-yl)-1H-pyrazol-1-yl)methyl)morpholine 3-[[(1,1-dimethylethoxy)carbonyl]amino]propyl-2-methyl-2-propenoate